4-phenylene bis(1,3-dioxo-1,3-dihydroisobenzofuran-5-carboxylate) O=C1OC(C2=CC(=CC=C12)C(=O)OC1=C(C=CC=C1)OC(=O)C=1C=C2C(OC(C2=CC1)=O)=O)=O